(3'-(6-([1,1'-biphenyl]-4-yl)-2-phenylpyrimidin-4-yl)-[1,1'-biphenyl]-3-yl)boronic acid C1(=CC=C(C=C1)C1=CC(=NC(=N1)C1=CC=CC=C1)C=1C=C(C=CC1)C1=CC(=CC=C1)B(O)O)C1=CC=CC=C1